(R)-2-(3-(5-(3-hydroxy-1-methyl-2-oxopyrrolidin-3-yl)isoxazol-3-yl)phenyl)-5-(oxetan-3-ylamino)thiazole-4-carboxamide O[C@@]1(C(N(CC1)C)=O)C1=CC(=NO1)C=1C=C(C=CC1)C=1SC(=C(N1)C(=O)N)NC1COC1